2-(4-(2-(((2-((1S,2S)-2-(3-chlorophenyl)cyclopropane-1-carboxamido)pyridin-4-yl)amino)methyl)-6-cyclopropylimidazo[1,2-a]pyridin-8-yl)piperazin-1-yl)acetic acid ClC=1C=C(C=CC1)[C@@H]1[C@H](C1)C(=O)NC1=NC=CC(=C1)NCC=1N=C2N(C=C(C=C2N2CCN(CC2)CC(=O)O)C2CC2)C1